NC=1C=CC(=C2C=COC21)C(=O)O 7-Amino-4-benzofurancarboxylic acid